[1-(3-fluoro-4-methoxyphenyl)ethyl]-N,6-dimethyl-4-[(1-methylcyclopropyl)amino]furo[2,3-d]pyrimidine-5-carboxamide FC=1C=C(C=CC1OC)C(C)C=1N=C(C2=C(N1)OC(=C2C(=O)NC)C)NC2(CC2)C